C(=CC=C)(C#N)C#N buta-1,3-dien-1,1-dicarbonitrile